2-Hydroxy-1-[4-[4-(2-Hydroxy-2-methyl-propionyl)benzyl]Phenyl]-2-Methylpropan-1-one OC(C(=O)C1=CC=C(C=C1)CC1=CC=C(C=C1)C(C(C)(C)O)=O)(C)C